N-(4-methoxyphenyl)glycylphenylalanine methyl ester COC([C@@H](NC(CNC1=CC=C(C=C1)OC)=O)CC1=CC=CC=C1)=O